C(#N)C=1C=C(C=NC1N1CC(C(C1)O)F)C=1C(=CC(=C(C(=O)NC2CC2)C1)F)C 5-(5-cyano-6-(3-fluoro-4-hydroxypyrrolidin-1-yl)pyridin-3-yl)-N-cyclopropyl-2-fluoro-4-methylbenzamide